CN1C(=NC2=C1C=CC=C2)N/N=C(\CC)/C2=NC=CC=C2 1-methyl-N-[(E)-1-pyridin-2-ylpropylideneamino]benzimidazol-2-amine